C(C)(C)N1N=C(C=C1C1[C@H]2CC(C[C@@H]12)N1CCOCC1)C1=CC=C(C=C1)C(F)(F)F 4-((1R,3r,5S,6r)-6-(1-isopropyl-3-(4-(trifluoromethyl)phenyl)-1H-pyrazol-5-yl)bicyclo[3.1.0]hexane-3-yl)morpholine